C1(=CC=CC=C1)CC(C)C1=CC=CC=C1 (1,2-diphenyl)propane